ClC1=C(C=CC=C1)C1=NC=2N(C(N(C(C2N1C1=CC=C(C=C1)Cl)=O)[C@H](C(=O)N)C)=O)CC1CCS(CC1)(=O)=O (2S)-2-[8-(2-chlorophenyl)-7-(4-chlorophenyl)-3-[(1,1-dioxo-1lambda6-thian-4-yl)methyl]-2,6-dioxopurin-1-yl]propanamide